3-(1-methyl-1H-indol-5-yl)-1,5,6,7,8,9-hexahydro-2H-cyclohepta[4,5]thieno[2,3-d]pyrimidine-2,4(3H)-dione CN1C=CC2=CC(=CC=C12)N1C(NC2=C(C1=O)C1=C(S2)CCCCC1)=O